7-METHYLQUINOLINE-3-CARBALDEHYDE CC1=CC=C2C=C(C=NC2=C1)C=O